OCC=1C=C(C=CC1C)C(C(C(=O)[O-])(C)C)C1=C(C=2N(C=C1)C(=NN2)C(F)(F)F)C 3-(3-(Hydroxymethyl)-4-methylphenyl)-2,2-dimethyl-3-(8-methyl-3-(trifluoromethyl)-[1,2,4]triazolo[4,3-a]pyridine-7-yl)propanoate